6-(4-((2s,6R)-4-acryloyl-6-((methylsulfonyl)methyl)morpholin-2-yl)-6-chloropyridin-2-yl)-N-methylpyrimidine-4-carboxamide C(C=C)(=O)N1C[C@@H](O[C@H](C1)CS(=O)(=O)C)C1=CC(=NC(=C1)Cl)C1=CC(=NC=N1)C(=O)NC